COC1=CC=CC=C1O methoxyphenol